2-(chloromethyl)-3-fluoropyridine hydrochloride Cl.ClCC1=NC=CC=C1F